CP(=O)(C)C=1C(=CC=C2C(=CNC12)C1=NC(=NC=C1C(F)(F)F)NCC1CC12CN(CC2)C(=O)OC(C)(C)C)F Tert-butyl 1-(((4-(7-(dimethylphosphoryl)-6-fluoro-1H-indol-3-yl)-5-(trifluoromethyl) pyrimidin-2-yl) amino) methyl)-5-azaspiro[2.4]heptane-5-carboxylate